4-methylpentanoate CC(CCC(=O)[O-])C